4-oxo-1,4-dihydroquinazoline-2-carboxylic acid ethyl ester C(C)OC(=O)C=1NC2=CC=CC=C2C(N1)=O